FC=1C=2N(C=C(C1)C[C@@H]1CC[C@H](CC1)C(=O)N1OCC[C@H]1C1=NC=CN=C1)C(=NN2)C trans-[4-[(8-fluoro-3-methyl-[1,2,4]triazolo[4,3-a]pyridin-6-yl)methyl]cyclohexyl]-[(3S)-3-pyrazin-2-yl-1,2-oxazolidin-2-yl]methanone